C(C)(C)(C)OC(=O)N1CC(C1)\C=C\C1=C(C=C(C=C1)C)F (E)-3-(2-fluoro-4-methylstyryl)azetidine-1-carboxylic acid tert-butyl ester